C(C)(C)(C)OC(=O)N1C2CN(CC1C2)C2=NC=C(N=C2)C=2C=1N(C=C(C2)C=2C=NN(C2)C(F)F)N=CC1C#N 3-(5-(3-cyano-6-(1-difluoromethyl-1H-pyrazol-4-yl)pyrazolo[1,5-a]pyridin-4-yl)pyrazin-2-yl)-3,6-diazabicyclo[3.1.1]heptane-6-carboxylic acid tert-butyl ester